CNP(OCC)(=O)CC1=CC=C(C=C1)C=1OC(=NN1)C(F)(F)F ethyl N-methyl-P-(4-(5-(trifluoromethyl)-1,3,4-oxadiazol-2-yl)benzyl)phosphonamidate